(R)-N-methyl-1-(1,6,7,9-tetrahydro-3H-furo[3,4-h]isochromen-9-yl)methanamine CNC[C@@H]1OCCC=2C=CC3=C(C12)COC3